butyl 2-(4-amino-7H-pyrrolo[2,3-d]pyrimidin-7-yl)acetate NC=1C2=C(N=CN1)N(C=C2)CC(=O)OCCCC